BrC=1C=C2C(=NC1)NN=C2C=2C=C(C=CC2)NC(C)=O N-(3-(5-bromo-1H-pyrazolo[3,4-b]pyridin-3-yl)phenyl)acetamide